C1(=CC=CC=C1)C#CC=1OC(=CN1)OC1=C(N=NN1)C(=O)O 5-((2-(phenylethynyl)oxazol-5-yl)oxy)-1H-1,2,3-triazole-4-carboxylic acid